BrC1=CC=C(C=N1)C(C)O 1-(6-Bromopyridin-3-yl)ethanol